OC(COP(=O)(C(C1=C(C=C(C=C1C)C)C)=O)C(C1=C(C=C(C=C1C)C)C)=O)CO bis(2,4,6-trimethylbenzoyl)phosphinic acid 2,3-dihydroxypropan-1-yl ester